C(C)OC(=O)C1=CC=C(C=2OCOC21)C#N.FC=2C=C(C=C(C2)F)C#C[Si](C)(C)C (3,5-difluorophenylethynyl)trimethylsilane Ethyl-7-cyanobenzo[d][1,3]dioxol-4-carboxylate